4-bromophenylpropyl-cyclobutane BrC1=CC=C(C=C1)CCCC1CCC1